ClC1=CC(=C(C=C1)CC(=O)C1=CNC2=C(C(=CC=C12)OC)C)OC 2-(4-chloro-2-methoxyphenyl)-1-(6-methoxy-7-methyl-1H-indol-3-yl)ethanone